C(C1=CC=CC=C1)[SH+]CC1=CC=C(C=C1)OC(C)=O benzyl-(4-acetoxyphenyl)methylsulfonium